BrC=1SC=C(N1)CCO[Si](C)(C)C(C)(C)C 2-bromo-4-(2-((tert-butyldimethylsilyl)oxy)ethyl)thiazole